azo-bis-(2,4-dimethyl-4-methoxyvaleronitrile) N(=NC(C#N)(CC(C)(C)OC)C)C(C#N)(CC(C)(OC)C)C